(R,Z)-N'-((4-chlorophenyl)sulfonyl)-3-(4-fluorophenyl)-4-phenyl-N-((1R,3R)-3-sulfamoylcyclopentyl)-4,5-dihydro-1H-pyrazole-1-carboximidamide ClC1=CC=C(C=C1)S(=O)(=O)\N=C(\N[C@H]1C[C@@H](CC1)S(N)(=O)=O)/N1N=C([C@@H](C1)C1=CC=CC=C1)C1=CC=C(C=C1)F